OC=1C=C(C=CC1C(=O)O)N=NNC(C(=CC1=CC=CC=C1)C)=O N-(3-hydroxy-4-hydroxycarbonylphenylazo)phenylmethacrylamide